2-Amino-9-((2R,3R,5S)-3-hydroxy-5-(hydroxymethyl)tetrahydrofuran-2-yl)-7-(3-hydroxybenzyl)-7,9-dihydro-8H-purin-8-on NC1=NC=C2N(C(N(C2=N1)[C@@H]1O[C@@H](C[C@H]1O)CO)=O)CC1=CC(=CC=C1)O